O=C1NC(CCC1N1C(C2=CC=C(C=C2C1=O)N1CCC(CC1)CCC1=CC=C(C=N1)C1=CC=C(C(=O)NC2=CC3=C(NC(=N3)CN3[C@H](CCC3)C)C=C2)C=C1)=O)=O 4-(6-(2-(1-(2-(2,6-dioxopiperidin-3-yl)-1,3-dioxoisoindolin-5-yl)piperidin-4-yl)ethyl)pyridin-3-yl)-N-(2-(((S)-2-methylpyrrolidin-1-yl)methyl)-1H-benzo[d]imidazol-5-yl)benzamide